C(C)(C)(C)OC(=O)N1CC2CCC(C1)N2C(CCOC[C@H](C)NC=2C=NNC(C2C(F)(F)F)=O)=O tert-butyl-8-(3-((S)-2-((6-oxo-5-(trifluoromethyl)-1,6-dihydropyridazin-4-yl)amino)-propoxy)-propanoyl)-3,8-diazabicyclo[3.2.1]octane-3-carboxylate